(3R,6S)-6-(hydroxymethyl)oxan-3-amine 4-methylbenzene-1-sulfonate CC1=CC=C(C=C1)S(=O)(=O)O.OC[C@@H]1CC[C@H](CO1)N